7-Amino-N-((S)-1-(3,5-bis((E)-3-chloro-4-methoxybenzylidene)-4-oxopiperidin-1-yl)-1-oxo-3-phenylpropan-2-yl)heptanamide NCCCCCCC(=O)N[C@H](C(=O)N1C\C(\C(/C(/C1)=C/C1=CC(=C(C=C1)OC)Cl)=O)=C/C1=CC(=C(C=C1)OC)Cl)CC1=CC=CC=C1